4-(cyclobutylamino)-N-(2,6-dimethylphenyl)-2-((4-(3-oxomorpholino)phenyl)amino)pyrimidine-5-carboxamide C1(CCC1)NC1=NC(=NC=C1C(=O)NC1=C(C=CC=C1C)C)NC1=CC=C(C=C1)N1C(COCC1)=O